C(C)(=O)O[C@H]1[C@H](O[C@H]([C@@H]([C@H]1OC(C)=O)NC(C)=O)OC1=C(C=CC=C1)C1=CC(=CC=C1)O)COC(C)=O (2R,3R,4R,5R,6S)-5-acetamido-2-(acetoxymethyl)-6-((3'-hydroxy-[1,1'-biphenyl]-2-yl)oxy)tetrahydro-2H-pyran-3,4-diyl diacetate